C(C)(C)OC1=NN(C=C1[N+](=O)[O-])[C@@H](C(F)(F)F)C |r| racemic-3-isopropoxy-4-nitro-1-(1,1,1-trifluoropropan-2-yl)-1H-pyrazole